C1(=CC=CC=C1)CC[NH3+] 2-phenyl-ethyl-ammonium